acetylsulfonylurea C(C)(=O)S(=O)(=O)NC(=O)N